tert-butyl (3-oxo-3',6'-di(piperidin-1-yl)spiro[isoindoline-1,9'-xanthen]-2-yl)carbamate O=C1N(C2(C3=CC=C(C=C3OC=3C=C(C=CC23)N2CCCCC2)N2CCCCC2)C2=CC=CC=C12)NC(OC(C)(C)C)=O